(R)-4-(1,1-difluoroethyl)-4-hydroxy-8-(1H-pyrazol-4-yl)-1,3,4,5-tetrahydro-6H-pyrano[4,3-b]thieno[3,2-d]pyridin-6-one FC(C)(F)[C@@]1(COCC2=C1NC(C1=C2C=C(S1)C=1C=NNC1)=O)O